ClC1=C(OC=2N=NC(=CC2C(=O)NC2=CC(=CC=C2)S(=O)(=N)C)C)C=CC(=C1)F 3-(2-chloro-4-fluorophenoxy)-N-(3-(S-methylsulfonimidoyl)phenyl)-6-methyl-pyridazine-4-carboxamide